C(C)(C)(C)OC(=O)N[C@@H]1CN(CC1)C(=O)C1=C(C=C(S1)C1=CC=C(C=C1)C1CCN(CC1)C(=O)OCC1=CC=CC=C1)C benzyl (S)-4-(4-(5-(3-((tert-butoxycarbonyl)amino)pyrrolidine-1-carbonyl)-4-methylthiophen-2-yl)phenyl)piperidine-1-carboxylate